2-([1,1'-biphenyl]-3-yl)-5-(pyrrolidin-2-yl)-1,3,4-oxadiazole TFA salt OC(=O)C(F)(F)F.C1(=CC(=CC=C1)C=1OC(=NN1)C1NCCC1)C1=CC=CC=C1